N-((2-benzylcyclopropyl)methyl)-2-methoxy-6-morpholino-1H-benzo[d]Imidazole-1-carboxamide C(C1=CC=CC=C1)C1C(C1)CNC(=O)N1C(=NC2=C1C=C(C=C2)N2CCOCC2)OC